2-methyl-2-(1-(2,2,2-trifluoroethyl)-1H-pyrazol-4-yl)propanal CC(C=O)(C)C=1C=NN(C1)CC(F)(F)F